N-(5-(trifluoromethyl)pyridin-3-yl)ethanesulfonamide FC(C=1C=C(C=NC1)NS(=O)(=O)CC)(F)F